2-chloro-4-morpholino-6-(pyridin-3-yl)furo[3,2-d]pyrimidine ClC=1N=C(C2=C(N1)C=C(O2)C=2C=NC=CC2)N2CCOCC2